5-((5-((4'-chloro-5,5-dimethyl-3,4,5,6-tetrahydro-[1,1'-biphenyl]-2-yl)methyl)-2,5-Diazabicyclo[2.2.1]heptan-2-yl)methyl)-2-(2,6-dioxopiperidin-3-yl)isoindoline ClC1=CC=C(C=C1)C1=C(CCC(C1)(C)C)CN1C2CN(C(C1)C2)CC=2C=C1CN(CC1=CC2)C2C(NC(CC2)=O)=O